FC1=C(OCC#N)C=CC(=C1F)B1OC(C(O1)(C)C)(C)C 2-(2,3-difluoro-4-(4,4,5,5-tetramethyl-1,3,2-dioxaborolan-2-yl)phenoxy)acetonitrile